ClC(CC1=CC=C(C=C1)CC(=O)Cl)=O 2-[4-(2-chloro-2-oxo-ethyl)phenyl]Acetyl chloride